C1=CC=CC=2C3=CC=CC(=C3C(=CC12)C=O)[2H] phenanthrene-8-d1-9-Formaldehyde